(2-methyl-2H-1,2,3-benzotriazol-5-yl)boranediol CN1N=C2C(=N1)C=CC(=C2)B(O)O